isononadecanoic acid C(CCCCCCCCCCCCCCCC(C)C)(=O)O